3-methyl-5-(((5-oxopyrrolidin-2-yl)methyl)amino)-8-(4-(trifluoromethyl)phenyl)pyrido[4,3-d]pyrimidin-4(3H)-one CN1C=NC2=C(C1=O)C(=NC=C2C2=CC=C(C=C2)C(F)(F)F)NCC2NC(CC2)=O